6-(3-bromo-1-((2-(trimethylsilyl)ethoxy)methyl)-1H-1,2,4-triazol-5-yl)isoquinoline BrC1=NN(C(=N1)C=1C=C2C=CN=CC2=CC1)COCC[Si](C)(C)C